C(C)OC(=O)C1=NN2C=3SC=4CCCOCC4C3C(=N[C@H](C2=N1)C)C1=C(C=CC=C1F)F.BrCCCC(CCCCC)CCCCC 6-(3-bromopropyl)undecane ethyl-(7S)-9-(2,6-difluorophenyl)-7-methyl-13-oxa-18-thia-2,3,5,8-tetrazatetracyclo[8.8.0.02,6.011,17]octadeca-1(10),3,5,8,11(17)-pentaene-4-carboxylate